CCCCCCCCCCCCCCCC(=O)N[C@@H](COP(=O)([O-])OCC[N+](C)(C)C)[C@@H](/C=C/CCCCCCCCCCC)O The molecule is an N-acylhexadecasphingosine-1-phosphocholine in which the ceramide N-acyl group is specified as hexadecanoyl (palmitoyl). It is a N-acylhexadecasphingosine-1-phosphocholine and a sphingomyelin 32:1. It derives from a hexadecanoic acid.